C1(C2N(C(CN1)=O)CCNC2)=O hexahydro-1H-pyrazino[1,2-a]pyrazine-1,4(6H)-dione